CC(C)C#C (2S)-2-methylbut-3-yne